The molecule is a tricarboxylic acid that is buta-1,3-diene-1,2,4-tricarboxylic acid substituted by a hydroxy group at position 4. It is a tricarboxylic acid, a hydroxy carboxylic acid and an enol. It is a conjugate acid of a 4-carboxylato-2-hydroxyhexa-2,4-dienedioate(3-). C(=C(/C=C(/C(=O)O)\\O)\\C(=O)O)\\C(=O)O